CN1C(C2=CC=CC=C2C(=N1)C1=CC=C(C=C1)CS(=O)(=O)N1CCOCC1)=O 2-methyl-4-(4-((morpholinesulfonyl)methyl)phenyl)phthalazin-1(2H)-one